1-(3-(4-cyano-3-(trifluoromethyl)phenoxy)-2-hydroxy-2-methylpropyl)-1H-pyrazole-4-carbonitrile C(#N)C1=C(C=C(OCC(CN2N=CC(=C2)C#N)(C)O)C=C1)C(F)(F)F